S(N)(=O)(=O)C1=CC=CC(=N1)NC(OC(C)(C)C)=O tert-butyl (6-sulfamoylpyridin-2-yl)carbamate